C(CCCCCCCCC)C1=CC=C(C=C1)NC(=O)N1CCN(C2CC12)C(=O)OC(C)(C)C tert-butyl 5-((4-decylphenyl)carbamoyl)-2,5-diazabicyclo[4.1.0]heptane-2-carboxylate